N-(4-chlorophenyl)-2-(methoxymethyl)-N-methylacrylamide ClC1=CC=C(C=C1)N(C(C(=C)COC)=O)C